OC1=C(C=CC(=C1)C#CC1=CC=CC=C1)C(C=CC1=CC=C(C=C1)C#CC1=CC=CC=C1)=O 2'-Hydroxy-4'-(phenylethynyl)-beta-(4-(phenylethynyl)phenyl)acrylophenone